tert-Butyl 4-[2-benzyloxyethyl-(2-nitrophenyl)sulfonyl-amino]piperidine-1-carboxylate C(C1=CC=CC=C1)OCCN(C1CCN(CC1)C(=O)OC(C)(C)C)S(=O)(=O)C1=C(C=CC=C1)[N+](=O)[O-]